[3-(4-chlorophenyl)pyrrolidin-1-yl]-[3-(3-methoxy-4-pyridyl)-1H-pyrazol-5-yl]methanone ClC1=CC=C(C=C1)C1CN(CC1)C(=O)C1=CC(=NN1)C1=C(C=NC=C1)OC